COC(=O)C1(CCCCCC1)N1C(CCC2=CC=C(C=C12)CCN1CCN(CC1)C1=CC(=CC2=C1C=CS2)F)=O (7-(2-(4-(6-fluorobenzothiophen-4-yl)piperazin-1-yl)ethyl)-2-oxo-3,4-dihydroquinoline-1(2H)-yl)cycloheptanecarboxylic acid methyl ester